(2S)-Naphthalen-2-yl 2-(((5-hydroxy-4-(hydroxymethyl)-6-methylpyridin-3-yl)methoxy)(phenoxy)phosphorylamino)propanoate OC=1C(=C(C=NC1C)COC1=C(OP(=O)=N[C@H](C(=O)OC2=CC3=CC=CC=C3C=C2)C)C=CC=C1)CO